P(O)(O)O.BrC1=C(C(=CC2=CC=CC=C12)C(C)(C)C)O.BrC1=C(C(=CC2=CC=CC=C12)C(C)(C)C)O.BrC1=C(C(=CC2=CC=CC=C12)C(C)(C)C)O tri(1-bromo-3-tert-butyl-2-naphthol) phosphite